ClC1=CC(=C(COC2=CC=CC(=N2)C2CCN(CC2)CC2=NC3=C(N2CC2=NC(=NO2)CC)C=C(C=C3)C(=O)O)C=C1)F 2-[(4-{6-[(4-chloro-2-fluorobenzyl)oxy]pyridin-2-yl}piperidin-1-yl)methyl]-1-[(3-ethyl-1,2,4-oxadiazol-5-yl)methyl]-1H-benzimidazole-6-carboxylic acid